t-butyldimethyl-((4-(methylthio)cyclohexyl)oxy)silane C(C)(C)(C)[Si](OC1CCC(CC1)SC)(C)C